C(C1=CC=CC=C1)OC(=O)N1CCC(CC1)OC1=NC2=C(C(=C(C=C2C(=N1)N1CCC2(CN(C2)C(=O)OC(C)(C)C)CC1)I)Br)F tert-butyl 7-[2-({1-[(benzyloxy) carbonyl] piperidin-4-yl} oxy)-7-bromo-8-fluoro-6-iodoquinazolin-4-yl]-2,7-diazaspiro[3.5]nonane-2-carboxylate